O1COC2=C1C=CC(=C2)S(=O)(=O)N2CCN(CC2)C(C(C)(C)OC2=CC=C(C=C2)Cl)=O 1-(4-(benzo[d][1,3]dioxol-5-ylsulfonyl)piperazin-1-yl)-2-(4-chlorophenoxy)-2-methylpropan-1-one